1-(((((S)-1,4-dioxan-2-yl)methoxy)carbonyl)oxy)ethyl-(2R,3R,4S)-4-(benzo[d][1,3]dioxolan-5-yl)-1-[2-(dibutylamino)-2-oxoethyl]-2-(4-methoxyphenyl)pyrrolidine-3-carboxylate O1[C@@H](COCC1)COC(=O)OC(C)OC(=O)[C@H]1[C@@H](N(C[C@@H]1C1=CC2=C(OCO2)C=C1)CC(=O)N(CCCC)CCCC)C1=CC=C(C=C1)OC